phosphoric acid, diethyl 1-[(3-methyloxiranyl)methyl]propyl ester P(OCC)(OCC)(OC(CC)CC1OC1C)=O